OC1(CCC(CC1)OC=1N=NNC1C(=O)O)C1=CC=C(C=C1)OC(F)(F)F 4-((4-hydroxy-4-(4-(trifluoromethoxy)phenyl)cyclohexyl)oxy)-1H-1,2,3-triazole-5-carboxylic acid